C(C)(C)(C)OC(=O)N1CCC(CC1)C1=CC=C(C=C1)NC1=NC(=CN=C1C#N)N1CCC(CC1)C(=O)OCC 4-[4-[[3-cyano-6-(4-ethoxycarbonyl-1-piperidinyl)pyrazin-2-yl]amino]phenyl]piperidine-1-carboxylic acid tert-butyl ester